FC(OC=1C=NC(=NC1)N[C@@H]1C[C@H](CC1)NC1=NC=C(C=N1)I)F (1S,3S)-N1-(5-(difluoromethoxy)pyrimidin-2-yl)-N3-(5-iodopyrimidin-2-yl)cyclopentane-1,3-diamine